C(C)(C)(CC)C1(O)CC=C(O)C(=C1)C(C)(C)CC 1,5-di-tert-amyl-hydroquinone